(S)-N-(5-chloro-6-((R)-2,2-difluoro-1-hydroxyethyl)pyridin-3-yl)-2'-fluoro-6',7'-dihydrospiro[cyclobutan-1,8'-cyclopenta[e]pyrazolo[1,5-a]pyrimidine]-6'-carboxamide ClC=1C=C(C=NC1[C@H](C(F)F)O)NC(=O)[C@H]1CC2(C3=C1C=NC=1N3N=C(C1)F)CCC2